CN1C(C(=CC=C1)C(=O)O)=O 1-methyl-2-oxo-pyridine-3-carboxylic acid